N-[1-(4-bromophenyl)propyl]thieno[2,3-d]pyrimidin-4-amine BrC1=CC=C(C=C1)C(CC)NC=1C2=C(N=CN1)SC=C2